tertiary butyl isobutyrate C(C(C)C)(=O)OC(C)(C)C